C(C)OC([C@]1(CN(CC1)C(C)(C)C=1C=CC(=NC1)C)CCC=1SC(=CC1)F)C=1NC=CN1 |o1:4| 5-(2-((3R or S)-3-(ethoxy(1H-imidazol-2-yl)methyl)-3-(2-(5-fluorothiophen-2-yl)ethyl)pyrrolidin-1-yl)propan-2-yl)-2-methylpyridine